ClC1=CC(=C(C=C1)C1=NC(=CC=2N=C(N(C(C21)=O)C)C)N2C[C@@H](OCC2)C=2C=NN(C2)CCF)F 5-(4-chloro-2-fluorophenyl)-7-((2S)-2-(1-(2-fluoroethyl)-1H-pyrazol-4-yl)-4-morpholinyl)-2,3-dimethylpyrido[4,3-d]pyrimidin-4(3H)-one